4-isocyano-1,1'-biphenyl [N+](#[C-])C1=CC=C(C=C1)C1=CC=CC=C1